C(C)(C)(C)OC(=O)NCCCCOCCC(=O)O 3-(4-((tert-butoxycarbonyl)amino)butoxy)propanoic acid